4-[3-[2,6-Dichloro-4-[(8R)-8-methoxy-5-oxa-2-azaspiro[3.4]oct-2-yl]benzoyl]-2,4-dihydro-1,3-benzoxazin-8-yl]-5-fluoro-2-(3-oxa-8-azabicyclo[3.2.1]oct-8-yl)benzoic acid ClC1=C(C(=O)N2COC3=C(C2)C=CC=C3C3=CC(=C(C(=O)O)C=C3F)N3C2COCC3CC2)C(=CC(=C1)N1CC2(C1)OCC[C@H]2OC)Cl